2-Chloro-6-(1-isopropyl-4,5-dihydro-1H-imidazol-2-yl)pyridine ClC1=NC(=CC=C1)C=1N(CCN1)C(C)C